NC1=C(C=C(C=C1)N)CCC[N+]12CCN(CC1)CC2 1-[3-(2,5-diaminophenyl)propyl]-4-aza-1-azoniabicyclo[2.2.2]octane